O1C(=NC2=C1C=CC=C2)[C@@H]([C@H]2N(CCC2)C(CNC(=O)C2=CC=NC1=CC(=CC=C21)C=2C=C(C(=O)OC(C)(C)C)C=CC2)=O)O tert-butyl 3-(4-(2-((S)-2-((R)-benzo[d]oxazol-2-yl(hydroxy)methyl)pyrrolidin-1-yl)-2-oxoethylcarbamoyl)quinolin-7-yl)benzoate